CCCCCC=CCC=CCCCCCCCCC(CCCCCCCCC=CCC=CCCCCC)N heptatriaconta-6,9,28,31-tetraen-19-amine